butyl N,N-diheptylaminoacetate C(CCCCCC)N(CCCCCCC)CC(=O)OCCCC